FC1(OC=2C=3N=C4C(=CC=CN4C(C3C=CC2O1)=O)C(=O)OC)F methyl 13,13-difluoro-2-oxo-12,14-dioxa-3,9-diazatetracyclo[8.7.0.03,8.011,15]heptadeca-1(10),4,6,8,11(15),16-hexaene-7-carboxylate